O=C1NC(CCC1N1C(C2=CC=C(C=C2C1=O)OCC1CN(C1)C(=O)OC(C)(C)C)=O)=O tert-butyl 3-([[2-(2,6-dioxopiperidin-3-yl)-1,3-dioxoisoindol-5-yl]oxy]methyl)azetidine-1-carboxylate